ClC=1C(=NC=CC1[S-])CO.[Na+] sodium 3-chloro-2-(hydroxymethyl)pyridin-4-thiolate